2-(2'-Hydroxy-5'-methacryloyloxyethyl-3'-t-butylphenyl)-2H-benzotriazole OC1=C(C=C(C=C1C(C)(C)C)CCOC(C(=C)C)=O)N1N=C2C(=N1)C=CC=C2